5-(2-((2R,5S)-2-(3-chloro-4-(2-(dimethylamino)ethyl)phenyl)-5-methylpiperidin-1-yl)-2-oxoacetamido)-2-methoxynicotinamide ClC=1C=C(C=CC1CCN(C)C)[C@@H]1N(C[C@H](CC1)C)C(C(=O)NC=1C=NC(=C(C(=O)N)C1)OC)=O